(3S,4S)-4-((5-Chloropyridin-2-yl)thio)-3-hydroxy-3-(((methylsulfonyl)oxy)methyl)pyrrolidine-1-carboxylic acid tert-butyl ester C(C)(C)(C)OC(=O)N1C[C@@]([C@H](C1)SC1=NC=C(C=C1)Cl)(COS(=O)(=O)C)O